6-chloro-N-[5-(2,2-difluoroethoxy)-4-methoxy-pyrimidin-2-yl]-7-fluoro-1H-indole-3-sulfonamide ClC1=CC=C2C(=CNC2=C1F)S(=O)(=O)NC1=NC=C(C(=N1)OC)OCC(F)F